alpha-cyanocinnamic acid C(#N)C(C(=O)O)=CC1=CC=CC=C1